C(C)(=O)OCCC1CN(CC1)C1=C(C=C(C=C1F)C1=NC(=CC(=N1)OCC)C)F 1-[4-(4-ethoxy-6-methyl-pyrimidin-2-yl)-2,6-difluoro-phenyl]-pyrrolidin-3-yl-Ethyl acetate